CC1(CC(C1)OC(=O)NCC1=C(N=NN1C)C1=CC=C(C(=N1)C)O[C@@H]1C[C@H](CCC1)C(=O)O)C (1S,3S)-3-((6-(5-((((3,3-dimethyl-cyclobutoxy)carbonyl)amino)methyl)-1-methyl-1H-1,2,3-triazol-4-yl)-2-methylpyridin-3-yl)oxy)cyclohexane-1-carboxylic acid